O=C1NC(CCC1N1C(C2=CC=C(C=C2C1)C1=NC=CC(=C1)CNCC#N)=O)=O 2-(((2-(2-(2,6-dioxopiperidin-3-yl)-1-oxoisoindolin-5-yl)pyridin-4-yl)methyl)amino)acetonitrile